(2-(3-cyclopropylmethoxy-4-methoxyphenyl)-2-cyano-2-hydroxyethyl)-2,6-dimethylpyridin-4(1H)-one C1(CC1)COC=1C=C(C=CC1OC)C(CN1C(=CC(C=C1C)=O)C)(O)C#N